O1CCN(CC1)C(=O)C=1N=NC(=CC1)C1=CC=C(C=C1)N1C[C@@H](CC1)OC=1C(=NC=2N(C1C)N=C(N2)C)C (R)-morpholino(6-(4-(3-((2,5,7-trimethyl-[1,2,4]triazolo[1,5-a]pyrimidin-6-yl)oxy)pyrrolidin-1-yl)phenyl)pyridazin-3-yl)methanone